N1(CCSCC1)CCC(C(C=C)=C)=C 1-(N-thiomorpholinyl)-3,4-dimethylenehex-5-ene